C(C)OC1=C2C(=NC=C1)N(N=C2C(C)C)C2=C(C=C(C(=O)N)C=C2)CC 4-[4-ethoxy-3-(propane-2-yl)-1H-pyrazolo[3,4-b]pyridin-1-yl]-3-ethylbenzamide